methyl S-methyldithiocarbonate CS(C([O-])=S)C